(5-amino-2-chloro-4-fluoro-3-methylbenzamido)-N-(6-(hydroxyamino)-6-oxohexyl)-4'-(4-methylpiperazin-1-yl)-[1,1'-biphenyl]-4-carboxamide NC=1C(=C(C(=C(C(=O)NC2=C(C=CC(=C2)C(=O)NCCCCCC(=O)NO)C2=CC=C(C=C2)N2CCN(CC2)C)C1)Cl)C)F